(1R,5S)-3-(4-(1-(methylsulfonyl)cyclopropyl)imidazo[1,5-b]pyridazin-2-yl)-8-oxa-3-azabicyclo[3.2.1]octane CS(=O)(=O)C1(CC1)C=1C=2N(N=C(C1)N1C[C@H]3CC[C@@H](C1)O3)C=NC2